1,3-dimethyl-imidazole acetate C(C)(=O)O.CN1CN(C=C1)C